N1(CCN(CCN(CCNCC1)C(=O)O)C(=O)O)C(=O)O 1,4,7,10-Tetraazacyclododecane-1,4,7-tricarboxylic acid